FC1=C(N)C=CC(=C1)OC1=CC(=NC=C1)N1CCOCC1 2-fluoro-4-((2-morpholinopyridin-4-yl)oxy)aniline